1-cyclopropyl-2-iodo-1H-indole-4-amine C1(CC1)N1C(=CC=2C(=CC=CC12)N)I